2-imidazolyloxyethyl disulfide N1C(=NC=C1)OCCSSCCOC=1NC=CN1